ClC1=C(C(=CC=C1[N+](=O)[O-])NCCOC)NC(C)=O N-(2-chloro-6-((2-methoxyethyl)amino)-3-nitrophenyl)acetamide